6-Amino-4-((2-fluorophenyl)amino)-N-phenylpyridineamide NC1=CC(=CC(=N1)C(=O)NC1=CC=CC=C1)NC1=C(C=CC=C1)F